5-((4-((2-cyclopropylethyl)amino)-5-fluoropyrimidin-2-yl)amino)benzo[c][1,2]-oxaborol-1(3H)-ol C1(CC1)CCNC1=NC(=NC=C1F)NC1=CC2=C(B(OC2)O)C=C1